C(C1=CC=CC=C1)N1CC2(C1)CCN(CC2)C(=O)N2CC(C1=NC(=CC=C12)C)(C)C (2-benzyl-2,7-diazaspiro[3.5]nonan-7-yl)(3,3,5-trimethyl-2,3-dihydro-1H-pyrrolo[3,2-b]pyridin-1-yl)methanone